Cl.NC1=C(C(=O)O)C=C(C=N1)C1=CC=C(C=C1)[C@@]12CN(C[C@H]2C1)C1CCOCC1 2-amino-5-(4-((1r,5s)-3-(tetrahydro-2H-pyran-4-yl)-3-azabicyclo[3.1.0]hex-1-yl)phenyl)nicotinic acid hydrochloride